2,3-dichloro-5-acetylpyridine ClC1=NC=C(C=C1Cl)C(C)=O